OCC=CC=1C(=C(C=CC1)O)OC [3-hydroxyprop-1-enyl]-2-methoxyphenol